C12(CC(C1)C2)N(C(OC(C)(C)C)=O)C2CN(CC2)C=2N=NC(=CC2)C2=C(C=C(C=C2)C2=CN=NC(=C2)OC)OCOC tert-butyl N-{bicyclo[1.1.1]pentan-1-yl}-N-(1-{6-[2-(methoxymethoxy)-4-(6-methoxypyridazin-4-yl)phenyl]pyridazin-3-yl}pyrrolidin-3-yl)carbamate